(S)-4-(2-(4-(5-chloro-2-(4-(3-fluorophenyl)-1H-1,2,3-triazol-1-yl)phenyl)-5-methoxy-2-oxopyridin-1(2H)-yl)butanoylamino)benzoic acid ClC=1C=CC(=C(C1)C1=CC(N(C=C1OC)[C@H](C(=O)NC1=CC=C(C(=O)O)C=C1)CC)=O)N1N=NC(=C1)C1=CC(=CC=C1)F